F[Si](CCCC#N)(C)C 4-(fluorodimethylsilyl)butanenitrile